1-(2-(3-(hydroxymethyl)phenoxy)ethyl)-1H-indole-6-carboxylic acid OCC=1C=C(OCCN2C=CC3=CC=C(C=C23)C(=O)O)C=CC1